BrC1=CC=C2C(=N1)C(=NN2C)O[C@H]2CC[C@H](CC2)C(=O)OC(C)(C)C tert-butyl (cis)-4-({5-bromo-1-methylpyrazolo[4,3-b]pyridin-3-yl}oxy)cyclohexane-1-carboxylate